2-[5-(4-cyclopropylphenyl)-3-(ethylsulfanyl)pyridin-2-yl]-1-methyl-5-[(trifluoromethyl)sulfanyl]-1,3-benzodiazole C1(CC1)C1=CC=C(C=C1)C=1C=C(C(=NC1)C1=NC2=C(N1C)C=CC(=C2)SC(F)(F)F)SCC